Cl.O1CCN(CC1)C/C=C/C(=O)O (E)-4-morpholinobut-2-enoic acid hydrochloride